C(C)(=O)C1=C(C(=NC=C1)C(C)C)NC(=O)NC(C1=C(N=C(C(=C1)F)Cl)Cl)=O N-((4-acetyl-2-isopropylpyridin-3-yl)carbamoyl)-2,6-dichloro-5-fluoronicotinamide